NC1=C(N=C2N1C=CC=C2C2=C(C=CC(=C2)F)F)C(=O)NCCC 3-Amino-8-(2,5-difluorophenyl)-N-propylimidazo[1,2-a]pyridine-2-carboxamide